ethyl (S)-2-(3-(1-(5-((4,6-difluoro-1H-indol-5-yl)oxy)-2-fluorophenyl)-1H-pyrazol-3-yl)-3-methyl-2,3-dihydrobenzofuran-7-yl)acetate FC1=C2C=CNC2=CC(=C1OC=1C=CC(=C(C1)N1N=C(C=C1)[C@]1(COC2=C1C=CC=C2CC(=O)OCC)C)F)F